N-(6-((8-METHYL-1,5-DIOXO-1,2',3',5,5',6'-HEXAHYDRO-2H-SPIRO[IMIDAZO[1,5-A]PYRIDINE-3,4'-PYRAN]-6-YL)AMINO)PYRIMIDIN-4-YL)CYCLOPROPANECARBOXAMIDE CC1=C2N(C(C(=C1)NC1=CC(=NC=N1)NC(=O)C1CC1)=O)C1(CCOCC1)NC2=O